trans-4'-pentylcyclohexyl-3'-methyl-2,6-difluoro-1-isothiocyanatoterphenyl C(CCCC)C=1C(=C(C(=CC1)[C@]1([C@@H](C(=CC=C1F)C1CCCCC1)F)N=C=S)C1=CC=CC=C1)C